3,3'-[(9-benzyl-1,5,9-triazacyclododecane-1,5-diyl)bis(methylene)]bis[N-(1,2-dihydroxyethyl)-2-hydroxy-5-methylbenzamide] C(C1=CC=CC=C1)N1CCCN(CCCN(CCC1)CC=1C(=C(C(=O)NC(CO)O)C=C(C1)C)O)CC=1C(=C(C(=O)NC(CO)O)C=C(C1)C)O